methyl 6-(4-((5-cyclopropyl-3-(2-(trifluoromethoxy)phenyl)isoxazol-4-yl)methoxy)piperidin-1-yl)nicotinate C1(CC1)C1=C(C(=NO1)C1=C(C=CC=C1)OC(F)(F)F)COC1CCN(CC1)C1=NC=C(C(=O)OC)C=C1